Quinoline-4-carboxylic acid sodium [Na].N1=CC=C(C2=CC=CC=C12)C(=O)O